[2H]C(CC(F)F)(O)[2H] 1,1-dideutero-3,3-difluoro-propan-1-ol